(1R,5R,6R)-3-(2-((1-((dimethylamino)methyl)cyclopropyl)methoxy)-7-(8-ethyl-7-fluoro-3-hydroxynaphthalen-1-yl)-8-fluoroquinazolin-4-yl)-3-azabicyclo[3.2.1]octan-6-ol CN(C)CC1(CC1)COC1=NC2=C(C(=CC=C2C(=N1)N1C[C@H]2C[C@H]([C@@H](C1)C2)O)C2=CC(=CC1=CC=C(C(=C21)CC)F)O)F